(2s,4s)-2-((1r,6s)-6-(m-tolyl)-3-azabicyclo[4.1.0]heptane-3-carbonyl)-7-oxa-5-azaspiro[3.4]octane-6-one C1(=CC(=CC=C1)[C@]12CCN(C[C@@H]2C1)C(=O)C1CC2(C1)NC(OC2)=O)C